(1R,5S,6S,7R)-7-(Tris(4-methoxyphenyl)methoxy)-2,4,8-trimethyl-3-hydroxy-8-azabicyclo[3.2.1]octan-6-yl acetate C(C)(=O)O[C@H]1[C@@H]2C(C(C([C@H]([C@H]1OC(C1=CC=C(C=C1)OC)(C1=CC=C(C=C1)OC)C1=CC=C(C=C1)OC)N2C)C)O)C